ClC=1C=CC(=C(C1)C1=CC(=CN1)S(=O)(=O)NC1=C(C=C(C(=C1)F)C(F)(F)F)F)F 5-(5-chloro-2-fluoro-phenyl)-N-[2,5-difluoro-4-(trifluoromethyl)phenyl]-1H-pyrrole-3-sulfonamide